phenyl(biphenylyl)aminobiphenyl C1(=CC=CC=C1)C=1C(=C(C=CC1)C1=CC=CC=C1)NC1=C(C=CC=C1)C1=CC=CC=C1